FC(C(=O)O)(F)F.O1C=NC(=C1)C(=O)N oxazole-4-carboxamide trifluoroacetate salt